(±)-3-Methoxybutyl (7-fluoro-6-(8-methyl-2,3-dihydro-1H-pyrido[2,3-b][1,4]oxazin-7-yl)isoquinolin-3-yl)carbamate FC1=C(C=C2C=C(N=CC2=C1)NC(OCC[C@@H](C)OC)=O)C1=C(C2=C(OCCN2)N=C1)C |r|